C(#N)C1=CC(=NN1C(F)F)C(=O)N(C)C 5-cyano-1-(difluoromethyl)-N,N-dimethyl-pyrazole-3-carboxamide